O=C1NC2(C(N1)=O)C(CCC2)CC2=C(C=CC=C2)S(=O)(=O)N ((2,4-dioxo-1,3-diazaspiro[4.4]nonane-6-yl)methyl)benzenesulfonamide